(S)-trimethyl-(1-phenylethoxy)silane C[Si](O[C@@H](C)C1=CC=CC=C1)(C)C